OCC(CO)(CO)NC 2-(hydroxymethyl)-2-(methylamino)propane-1,3-diol